(S)-N-(2-(3-(dimethylamino)pyrrolidin-1-yl)-5-((2-(7-methoxy-1H-indol-3-yl)-5-(trifluoromethyl)pyrimidin-4-yl)amino)phenyl)acetamide CN([C@@H]1CN(CC1)C1=C(C=C(C=C1)NC1=NC(=NC=C1C(F)(F)F)C1=CNC2=C(C=CC=C12)OC)NC(C)=O)C